[Cl-].CC1(C=CC=C1)[Sc+]C1(C=CC=C1)C bis(methylcyclopentadienyl)scandium chloride